[2,2-DIMETHYL-1-(2-OXO-ETHYL)-PROPYL]-CARBAMIC ACID TERT-BUTYL ESTER C(C)(C)(C)OC(NC(C(C)(C)C)CC=O)=O